ClC1=CC=C(OCC(CN(C)CC2=CC(=C(C=C2)OCCN2CCC(CC2)C)OC)O)C=C1 1-(4-chlorophenoxy)-3-((3-methoxy-4-(2-(4-methylpiperidin-1-yl)ethoxy)benzyl)(methyl)amino)propan-2-ol